C1(=CC=C(C=C1)CC1C(C2(CCC1C2(C)C)CS(=O)(=O)O)=O)CC2C(C1(CCC2C1(C)C)CS(=O)(=O)O)=O 3,3'-(1,4-phenylene-dimethylene)bis(7,7-dimethyl-2-oxobicyclo[2.2.1]hept-1-ylmethanesulfonic acid)